mercaptofluorobenzene SC1=C(C=CC=C1)F